(S)-N-(5-(2-(2-aminopyridin-3-yl)-5-chloro-3H-imidazo[4,5-b]pyridin-3-yl)-2,3-dihydro-1H-inden-1-yl)-3-(1,3-dioxolan-2-yl)-4-((4-methoxybenzyl)oxy)benzamide NC1=NC=CC=C1C1=NC=2C(=NC(=CC2)Cl)N1C=1C=C2CC[C@@H](C2=CC1)NC(C1=CC(=C(C=C1)OCC1=CC=C(C=C1)OC)C1OCCO1)=O